(3S,4R)-4-phenyl-N-[4-(pyridin-3-yl)phenyl]Pyrrolidine-3-carboxamide dihydrochloride Cl.Cl.C1(=CC=CC=C1)[C@H]1[C@@H](CNC1)C(=O)NC1=CC=C(C=C1)C=1C=NC=CC1